(5-(3,5-difluorophenyl)-4,5-dihydro-1H-pyrazol-1-yl)(4-azaspiro[2.5]oct-7-yl)methanone trifluoroacetate FC(C(=O)O)(F)F.FC=1C=C(C=C(C1)F)C1CC=NN1C(=O)C1CCNC2(CC2)C1